ClC1=C(C(=O)NCC)C=C(C(=C1)F)NC(=O)[C@@H]1C([C@H]1C1=CC(=C(C=C1)F)C(F)(F)F)(Cl)Cl 2-chloro-5-((1R,3R)-2,2-dichloro-3-(4-fluoro-3-(trifluoromethyl)phenyl)cyclopropane-1-carboxamido)-N-ethyl-4-fluorobenzamide